C(C)(C)(C)OC(=O)N1C[C@H](OC[C@@](C1)(C)O[Si](C)(C)C(C)(C)C)COCC1=CC=CC=C1.CC1(OB(OC1(C)C)C1=CC=C(C=C1)C=1C=NC=CC1)C |o1:12| 3-(4-(4,4,5,5-tetramethyl-1,3,2-dioxaborolan-2-yl)phenyl)pyridine tert-butyl-(2s,6S*)-2-[(benzyloxy)methyl]-6-[(tert-butyldimethylsilyl)oxy]-6-methyl-1,4-oxazepane-4-carboxylate